C(C)(=O)N[C@H](C(=O)N1[C@@H]([C@@H]2[C@H](C1)CCC2)C(=O)N[C@H](C[C@H]2C(NCC2)=O)\C=C(/S(=O)(=O)C)\F)C2=CC=CC=C2 (1S,3aR,6aS)-2-((S)-2-acetamido-2-phenylacetyl)-N-((R,Z)-4-fluoro-4-(methylsulfonyl)-1-((S)-2-oxopyrrolidin-3-yl)but-3-en-2-yl)octahydrocyclopenta[c]pyrrole-1-carboxamide